2-formyl-3-methyl-butanenitrile C(=O)C(C#N)C(C)C